ClC=1C=C(C=C2C3(C(NC12)=O)CC3)C3NCC(CC3)C 7'-chloro-5'-(5-methylpiperidin-2-yl)spiro[cyclopropane-1,3'-indolin]-2'-one